3-amino-N-(3-((4-(N-phenylsulfamoyl)phenyl)carbamoyl)phenyl)benzamide NC=1C=C(C(=O)NC2=CC(=CC=C2)C(NC2=CC=C(C=C2)S(NC2=CC=CC=C2)(=O)=O)=O)C=CC1